[Si](C)(C)(C(C)(C)C)OCC(C#N)C(C1=CC=CC=C1)C1=CC=CC=C1 2-(((tert-butyldimethylsilyl)oxy)methyl)-3,3-diphenylpropionitrile